OC1CCN(CC1)C(=O)C=1C2=C(N(N1)CCC1CCN(CC1)C1=CC(=CC=C1)C(F)(F)F)CCC2 (4-Hydroxy-1-piperidyl)-[1-[2-[1-[3-(trifluoromethyl)phenyl]-4-piperidyl]ethyl]-5,6-dihydro-4H-cyclopenta[c]pyrazol-3-yl]methanon